N1C=NC(=C1)CC(=O)O.N1C=NC(=C1)CC(=O)O 4-imidazoleacetic acid (4-imidazoleacetate)